C(CC)(=O)O.CC(CCCCCCCCCCCCCCCCCC)N[Na] β-Icosylaminosodium propionate